diallyl-methyl-ethyl-ammonium ethyl-sulfate sulfur [S].C(C)OS(=O)(=O)[O-].C(C=C)[N+](CC)(C)CC=C